FC(C(=O)O)(F)F.F[C@H](CNC1=NC=C(C(=N1)NC1CCC(CC1)O)C1=CC=C(C=N1)N1C(CN(CC1)C)=O)CC 1-(6-(2-(((S)-2-fluorobutyl)amino)-4-(((1r,4S)-4-hydroxycyclohexyl)amino)pyrimidin-5-yl)pyridin-3-yl)-4-methylpiperazin-2-one 2,2,2-trifluoroacetate